4-(4-fluorobenzoyl)butyric acid FC1=CC=C(C(=O)CCCC(=O)O)C=C1